COC1=C2C(=NC(N(C2=CC(=C1)C(F)(F)F)C1=CC=CC=C1)=O)NCC=1N=COC1 5-methoxy-4-((oxazol-4-ylmethyl)-amino)-1-phenyl-7-(trifluoromethyl)-quinazolin-2(1H)-one